NC(C(=O)O)(CCOC)C 2-AMINO-2-METHYL-4-METHOXY-BUTYRIC ACID